OC1=CC=C(CC=2C=C(C=C(C2O)C)CC2=CC(=C(C(=C2)C)O)CC2=CC=C(C=C2)O)C=C1 bis[3-(4-hydroxybenzyl)-4-hydroxy-5-methylphenyl]methane